8-methyl-4-[2-methylsulfanyl-7-oxo-8-(tetrahydrofuran-3-ylmethyl)pyrido[2,3-d]pyrimidin-6-yl]-2,3-dihydroquinoxaline-1-carboxylic acid tert-butyl ester C(C)(C)(C)OC(=O)N1CCN(C2=CC=CC(=C12)C)C1=CC2=C(N=C(N=C2)SC)N(C1=O)CC1COCC1